NC1=C(C=C(C=N1)NC(C(=O)N1[C@@H](CC[C@H](C1)C)C1=C2C=NNC2=CC=C1)=O)C N-(6-amino-5-methyl-3-pyridyl)-2-[(2S,5R)-2-(1H-Indazol-4-yl)-5-methyl-1-piperidyl]-2-oxo-acetamide